N1C(=NC2=C1C=CC=C2)CCNC[C@@H](F)C=2SC1=C(C(=NC=C1)NCC1=NC=CC=C1F)N2 2-[(1R)-2-{[2-(1H-1,3-benzodiazol-2-yl)ethyl]amino}-1-fluoroethyl]-N-[(3-fluoropyridin-2-yl)methyl]-[1,3]thiazolo[4,5-c]pyridin-4-amine